5,6-dihydro-3-quinolinecarbonitrile N1=CC(=CC=2CCC=CC12)C#N